7-methyl-6-[(4-phenylphenyl)methyl]-3-tetrahydropyran-4-yl-imidazo[1,5-a]pyrazin-8-one CN1C(C=2N(C=C1CC1=CC=C(C=C1)C1=CC=CC=C1)C(=NC2)C2CCOCC2)=O